NCC1=CC2=C(N(C(=N2)CN2C(C3(C4=C(C=C(C=C24)F)F)CC3)=O)CCCC(F)F)C=C1 1'-((5-(aminomethyl)-1-(4,4-difluorobutyl)-1H-benzo[d]imidazol-2-yl)methyl)-4',6'-difluorospiro[cyclopropane-1,3'-indol]-2'-one